3-(6-(trifluoromethyl)pyridin-2-yl)urea FC(C1=CC=CC(=N1)NC(N)=O)(F)F